5-phenyl-1H-pyrrolo[2,3-c]pyridin-3-amine hydrochloride Cl.C1(=CC=CC=C1)C=1C=C2C(=CN1)NC=C2N